C(C)(C)OC1=CC=C(C=C1)C=1C=C2CC(C(C2=CC1OC)NC(O[C@@H]1CN2CCC1CC2)=O)(C)C (S)-quinuclidin-3-yl (5-(4-isopropoxyphenyl)-6-methoxy-2,2-dimethyl-2,3-dihydro-1H-inden-1-yl)carbamat